FC(C1=CC=C2C=CC(=CC2=C1)O)(F)F 7-(trifluoromethyl)naphthalene-2-ol